4'-aminomethylbiphenyl-4-ol NCC1=CC=C(C=C1)C1=CC=C(C=C1)O